3-(((6-aminopyridin-3-yl)methyl)amino)-4-methyl-N-(4-((4-methylpiperazin-1-yl)methyl)-3-(trifluoromethyl)phenyl)benzamide NC1=CC=C(C=N1)CNC=1C=C(C(=O)NC2=CC(=C(C=C2)CN2CCN(CC2)C)C(F)(F)F)C=CC1C